COC1=C(C(=NC=C1C)CNC1=NC2=C(N1CCC)C=CC(=C2)C(=O)OC)C Methyl 2-(((4-methoxy-3,5-dimethylpyridin-2-yl)methyl) amino)-1-propyl-1H-benzo[d]imidazole-5-carboxylate